C(C)(C)C1CCC(CC1)C=1C=CC(=C(O\C(\C(=O)OC)=C/OC)C1)C methyl (Z)-2-[5-(4-isopropylcyclohexyl)-2-methyl-phenoxy]-3-methoxy-prop-2-enoate